n-eicosyl triacosyl ether C(CCCCCCCCCCCCCCCCCCCCCC)OCCCCCCCCCCCCCCCCCCCC